[B].[Si] Silicon-boron